C(C)[Si]([C@H]1C(CCCC1)=O)(CC)CC (R)-2-(triethylsilyl)cyclohexanone